NC1=NC=CC=C1C1=NC=2C(=NC(=CC2)C2=CC=CC=C2)N1C1=CC=C(CN(C2CCC(CC2)C(=O)O)C)C=C1 (1r,4r)-4-((4-(2-(2-aminopyridin-3-yl)-5-phenyl-3H-imidazo[4,5-b]pyridin-3-yl)benzyl)(methyl)amino)cyclohexane-1-carboxylic acid